C1(=CC=C(C=C1)C1=C(C(C(=O)[O-])=CC=C1C(=O)[O-])C(=O)[O-])C1=C(C(C(=O)[O-])=CC=C1C(=O)[O-])C(=O)[O-] p-phenylene-bis(trimellitate)